6-bromo-8-(4-methoxyphenyl)-1-methyl-9H-pyrido[3,4-b]indole BrC=1C=C2C3=C(NC2=C(C1)C1=CC=C(C=C1)OC)C(=NC=C3)C